OCC1(O)[C@@H](O)[C@H](O)[C@H](O)CO1 D-arabino-Hex-2-ulopyranose